Di(nonadecan-9-yl)3,3'-((2-(4-(2-((2-(bis(3-(nonadecan-9-yloxy)-3-oxopropyl)amino)ethyl)(3-(nonadecan-9-yloxy)-3-oxopropyl)amino)ethyl)piperazin-1-yl)ethyl)azandiyl)dipropionat CCCCCCCCC(CCCCCCCCCC)OC(CCN(CCC(=O)OC(CCCCCCCC)CCCCCCCCCC)CCN1CCN(CC1)CCN(CCC(=O)OC(CCCCCCCC)CCCCCCCCCC)CCN(CCC(OC(CCCCCCCC)CCCCCCCCCC)=O)CCC(=O)OC(CCCCCCCC)CCCCCCCCCC)=O